tert-Butyl (2-acetamidoethyl)carbamate C(C)(=O)NCCNC(OC(C)(C)C)=O